C(C1=CC=CC=C1)(=O)N1C=C(C=2C1=NC=C(C2)C=2C(=NOC2C)C)C=2C=C(C(=O)O)C=CC2 3-(1-benzoyl-5-(3,5-dimethylisoxazol-4-yl)-1H-pyrrolo[2,3-b]pyridin-3-yl)benzoic acid